2-methoxy-6-(methylamino)-4-[7-(1-methylpyrazol-4-yl)imidazo[1,2-a]pyridin-3-yl]-N-(2,2,2-trifluoroethyl)benzamide COC1=C(C(=O)NCC(F)(F)F)C(=CC(=C1)C1=CN=C2N1C=CC(=C2)C=2C=NN(C2)C)NC